2',4',6'-trihydroxydihydrochalcone C1=CC=C(C=C1)CCC(=O)C2=C(C=C(C=C2O)O)O